cis-5-((1-(tert-butyl)-3-(3-(pyridin-3-yloxy)cyclopentyl)-1H-pyrazol-5-yl)amino)-4-fluoro-2-(4-methoxybenzyl)-2,3-dihydrobenzo[d]isothiazole 1,1-dioxide C(C)(C)(C)N1N=C(C=C1NC=1C=CC2=C(CN(S2(=O)=O)CC2=CC=C(C=C2)OC)C1F)[C@@H]1C[C@@H](CC1)OC=1C=NC=CC1